γ-aminopropyltrimethylmethoxysilane NCCCCO[Si](C)(C)C